C(C)C1=C(C(=C(C(=O)[O-])C=C1)N(C)C)CCCCCC ethylhexyldimethylaminobenzoate